C(C)(C)(C)OC(=O)N1CC2(C1)CCN(CC2)C2=C(C=C(C=C2)Cl)S(=O)(=O)C 7-(4-chloro-2-mesyl-phenyl)-2,7-diazaspiro[3.5]nonane-2-carboxylic acid tert-butyl ester